ClC=1C=CC=C2C(=CNC12)C(=O)N1C[C@H](N([C@@H](C1)C)C(C1=C(C=C(C=C1)OC)F)=O)C (7-chloro-1H-indol-3-yl)((3R,5R)-4-(2-fluoro-4-methoxybenzoyl)-3,5-dimethylpiperazin-1-yl)methanone